ClC1=NC=C(C(=C1)NC(CCO)(C)C)C#CC=1C=NN(C1)CC(F)(F)F 3-((2-Chloro-5-((1-(2,2,2-trifluoroethyl)-1H-pyrazol-4-yl)ethynyl)pyridin-4-yl)amino)-3-methylbutan-1-ol